tert-butyldimethylsilyl 2-azido-2-deoxy-β-D-glucopyranoside N(=[N+]=[N-])[C@H]1[C@H](O[Si](C)(C)C(C)(C)C)O[C@@H]([C@H]([C@@H]1O)O)CO